C1(CCCCC1)C(CC1N2C(C3=CC=CC=C13)=CN=C2)O alpha-cyclohexyl-5H-imidazo[5,1-a]isoindole-5-ethanol